2-(4-cyclopropyl-6-methoxypyrimidin-5-yl)-4-(4-(1-ethyl-4-(trifluoromethyl)-1H-imidazol-2-yl)benzyl)-[1,2,4]triazolo[1,5-a]pyrimidin-5(4H)-one C1(CC1)C1=NC=NC(=C1C1=NN2C(N(C(C=C2)=O)CC2=CC=C(C=C2)C=2N(C=C(N2)C(F)(F)F)CC)=N1)OC